5-[1-(3-bromophenyl)-3,3-difluorocyclobutyl]-4-methyl-1,2,4-triazole-3-thiol BrC=1C=C(C=CC1)C1(CC(C1)(F)F)C=1N(C(=NN1)S)C